4-[(6-chloro-4-iodo-2-pyridyl)oxymethyl]-3-fluoro-benzonitrile ClC1=CC(=CC(=N1)OCC1=C(C=C(C#N)C=C1)F)I